N1(CCNCC1)C1=NC=C(C=N1)C(F)(F)F (piperazin-1-yl)-5-(trifluoromethyl)pyrimidine